1-(7-(2-(1-ethylpiperidin-4-yl)-7-(5-methyl-1H-indazol-4-yl)-8-(2,2,2-Trifluoroethoxy)-6-vinylquinazolin-4-yl)-2,7-diazaspiro[3.5]non-2-yl)prop-2-ene C(C)N1CCC(CC1)C1=NC2=C(C(=C(C=C2C(=N1)N1CCC2(CN(C2)CC=C)CC1)C=C)C1=C2C=NNC2=CC=C1C)OCC(F)(F)F